2-benzyl-2-dimethylamino-1-(morpholinophenyl)-butan-1-one C(C1=CC=CC=C1)C(C(=O)C1=C(C=CC=C1)N1CCOCC1)(CC)N(C)C